ClC=1C=CC(=C(C1)C1=C(C(=CC=C1)C[C@@H]1N(CC([C@@H]1NS(=O)(=O)C)(F)F)C(=O)C1CC1)F)F N-[(2S,3R)-2-[(5'-chloro-2,2'-difluoro[1,1'-biphenyl]-3-yl)methyl]-1-(cyclopropane-carbonyl)-4,4-difluoropyrrolidin-3-yl]-methanesulfonamide